1-methoxy-hexane COCCCCCC